N-(2-(3-(Dimethylamino)propoxy)-5-(3'-methyl-2'-oxo-2',3'-dihydrospiro[cyclobutane-1,1'-pyrrolo[2,3-c]quinolin]-8'-yl)pyridin-3-yl)propane-1-sulfonamide CN(CCCOC1=NC=C(C=C1NS(=O)(=O)CCC)C1=CC=2C3=C(C=NC2C=C1)N(C(C31CCC1)=O)C)C